2-[3-(benzimidazol-1-yl)-4-methylphenoxy]-9-[3,5-bis(methyl-d3)-4-phenylpyridin-2-yl]carbazole N1(C=NC2=C1C=CC=C2)C=2C=C(OC1=CC=3N(C4=CC=CC=C4C3C=C1)C1=NC=C(C(=C1C([2H])([2H])[2H])C1=CC=CC=C1)C([2H])([2H])[2H])C=CC2C